FC=1C(=C(C=CC1OC(F)(F)F)O)OC 3-fluoro-2-methoxy-4-(trifluoromethoxy)phenol